CC=1C(=NC2=CC(=CC=C2C1)[C@@H]1NC[C@H](CC1)C)C1CCN(CC1)C 3-methyl-2-(1-methyl-4-piperidyl)-7-[(2R,5S)-5-methyl-2-piperidyl]quinoline